CNC(C1=C(C=CC=C1)C1=CC=C2C(=NN(C2=C1)C1OCCCC1)\C=C\C1=NN(C=C1)CCCN1CCCC1)=S N-methyl-2-[3-[(E)-2-[1-(3-pyrrolidin-1-ylpropyl)pyrazol-3-yl]vinyl]-1-tetrahydropyran-2-yl-indazol-6-yl]thiobenzamide